6-((1,4-dioxan-2-yl)methoxy)-3-ethyl-2-(4-hydroxyphenethyl)pyridin-4-ol O1C(COCC1)COC1=CC(=C(C(=N1)CCC1=CC=C(C=C1)O)CC)O